ClCCCC=CCCCCCl 1,9-dichloro-4-nonene